N-(1-benzhydrylazetidin-3-yl)nicotinamide C(C1=CC=CC=C1)(C1=CC=CC=C1)N1CC(C1)NC(C1=CN=CC=C1)=O